COC(=O)C1=NC(=CC(=C1)/C(/N)=N/O)OC (Z)-4-(N'-hydroxycarbamimidoyl)-6-methoxypyridine-2-carboxylic acid methyl ester